N(=[N+]=[N-])CC1=CN=C(S1)OC1=CC=C(C=C1)F 5-(azidomethyl)-2-(4-fluorophenoxy)thiazole